methyl 2-(2-amino-3-pyridyl)-5-chloro-6-(5-methyl-1-tetrahydropyran-2-yl-indazol-4-yl)pyrimidine-4-carboxylate NC1=NC=CC=C1C1=NC(=C(C(=N1)C(=O)OC)Cl)C1=C2C=NN(C2=CC=C1C)C1OCCCC1